(S)-2-(((tert-Butoxycarbonyl)amino)methyl)-1-((oxetan-2-yl)methyl)-1H-benzo[d]imidazole-6-carboxylic acid methyl ester COC(=O)C=1C=CC2=C(N(C(=N2)CNC(=O)OC(C)(C)C)C[C@H]2OCC2)C1